(1R,3S,5R)-2-(2-(4-amino-8-methyl-6-(trifluoromethyl)-9H-pyrimido[4,5-b]indol-9-yl)acetyl)-N-(6-chloropyrazin-2-yl)-5-methyl-2-azabicyclo[3.1.0]hexane-3-carboxamide NC1=NC=NC=2N(C3=C(C=C(C=C3C21)C(F)(F)F)C)CC(=O)N2[C@@H]1C[C@@]1(C[C@H]2C(=O)NC2=NC(=CN=C2)Cl)C